1,3,4-triphenyl-4,5-dihydro-5-methoxy-1,2,4-triazole C1(=CC=CC=C1)N1N=C(N(C1OC)C1=CC=CC=C1)C1=CC=CC=C1